5-Chloro-2-((thiazolo[5,4-c]pyridine-7-carboxamido)methyl)benzofuran-7-carboxylic acid ClC=1C=C(C2=C(C=C(O2)CNC(=O)C=2C3=C(C=NC2)SC=N3)C1)C(=O)O